Cl.CN1N=C(C2=CC=C(C=C12)N[C@H]1[C@@H](CNCC1)C)C1C(NC(CC1)=O)=O 3-(1-methyl-6-(((3R,4R)-3-methylpiperidin-4-yl)amino)-1H-indazol-3-yl)piperidine-2,6-dione HCl